3-(2-oxooxazolidine-3-yl)picolinic acid O=C1OCCN1C=1C(=NC=CC1)C(=O)O